N1(N=CC=C1)CCC=1N(C=2C(=C3CC[C@@H](N(C3=CC2)C(=O)OC)C)N1)CCNCC(N1CCCC1)=O methyl (S)-2-(2-(1H-pyrazol-1-yl)ethyl)-7-methyl-3-(2-((2-oxo-2-(pyrrolidin-1-yl)ethyl)amino)ethyl)-3,7,8,9-tetrahydro-6H-imidazo[4,5-f]quinoline-6-carboxylate